C(C)(C)(C)C1N(CCC(C1)OCC=1C=NN(C1Br)C)C(=O)OC(C1=CC=C(C=C1)S(=O)(=O)CC)C1=NC2=C(N1)C=C(C(=C2Cl)C2=C(C=CC=C2)OCCOC)Cl (4,6-dichloro-5-(2-(2-methoxyethoxy)phenyl)-1H-benzo[d]imidazol-2-yl)(4-(ethylsulfonyl)phenyl)methanol tert-butyl-4-((5-bromo-1-methyl-1H-pyrazol-4-yl)methoxy)piperidine-1-carboxylate